N7-Methyl-3-phenyl-N5-(pyridin-4-yl)-2,3-dihydrobenzofuran-5,7-dicarboxamid CNC(=O)C1=CC(=CC=2C(COC21)C2=CC=CC=C2)C(=O)NC2=CC=NC=C2